(R)-5-fluoro-N-(8-fluoro-6-oxo-1,2,3,4,5,6-hexahydrophenanthridin-1-yl)-N-methyl-1H-indole-2-carboxamide FC=1C=C2C=C(NC2=CC1)C(=O)N(C)[C@@H]1CCCC=2NC(C3=CC(=CC=C3C12)F)=O